{1-{1-[(4-methoxy-3-thienyl)carbonyl]piperidin-4-yl}-3-[4-(7H-pyrrolo[2,3-d]pyrimidin-4-yl)-1H-pyrazol-1-yl]azetidin-3-yl}acetonitrile COC=1C(=CSC1)C(=O)N1CCC(CC1)N1CC(C1)(N1N=CC(=C1)C=1C2=C(N=CN1)NC=C2)CC#N